OCC(C(=O)OCC)(C)C ethyl 3-hydroxy-2,2-dimethylpropanoate